2-BROMO-N-(3-CHLORO-4-METHOXYPHENYL)ACETAMIDE COC1=C(C=C(C=C1)NC(=O)CBr)Cl